2,4-dichloro-4-iodo-phenol ClC1=C(C=CC(C1)(I)Cl)O